1,2,3,4,4a,5,6,7-octahydronaphtho[1,8-cd]azepine C1NCCC2C=3C1=CC=CC3CCC2